6-chloro-4-methyl-2,3,4,9-tetrahydro-1H-carbazole-1-carboxylic acid ethyl ester C(C)OC(=O)C1CCC(C=2C3=CC(=CC=C3NC12)Cl)C